(S)-(2-(benzyloxydiphenylmethyl)pyrrolidin-1-yl)(1-methyl-1H-imidazol-2-yl)methanone C(C1=CC=CC=C1)OC([C@H]1N(CCC1)C(=O)C=1N(C=CN1)C)(C1=CC=CC=C1)C1=CC=CC=C1